9-benzyloxyphenanthrene C(C1=CC=CC=C1)OC=1C2=CC=CC=C2C=2C=CC=CC2C1